FC=1C=2N(C=C(C1)C1=CNC=3N=C(N=C(C31)OC)N[C@@H]3CC[C@H](CC3)OC([2H])([2H])[2H])C=CN2 5-(8-fluoroimidazo[1,2-a]pyridin-6-yl)-4-methoxy-N-(trans-4-(methoxy-d3)cyclohexyl)-7H-pyrrolo[2,3-d]pyrimidin-2-amine